2-bromo-9-(2,4-dimethylphenyl)-9-(2-methylallyl)-9H-fluoreneAt BrC1=C(C=2C(C3=CC=CC=C3C2C=C1)(CC(=C)C)C1=C(C=C(C=C1)C)C)C(=O)[O-]